C1(CC1)N1C=C(C2=CC=CC=C12)C1=NC(=NC=C1C=1C=NC=CC1)NC=1C(=CC(=C(C1)NC(C=C)=O)N1C[C@@H]2CN(C[C@@H]2C1)C)OC N-(5-((4-(1-Cyclopropyl-1H-indol-3-yl)-5-(pyridin-3-yl)pyrimidin-2-yl)amino)-4-methoxy-2-((3aR,6aS)-5-methylhexahydropyrrolo[3,4-c]pyrrol-2(1H)-yl)phenyl)acrylamide